C(C)(C)(C)OC(=O)N1C2=C(C(=C1)C(C)C)C(=C(S2)[C@H]2[C@@H]1CN([C@H](C2)C1)C(=O)OC(C)(C)C)C 2-((1S,4r,5r)-2-(tert-butoxycarbonyl)-2-azabicyclo[2.2.1]heptan-5-yl)-4-isopropyl-3-methyl-6H-thieno[2,3-b]pyrrole-6-carboxylic acid tert-butyl ester